NC1=C2C(C3(C(OC4=C3C=CC(=C4)C(C)C)(C2=CC=C1)O)NC(C(C(CC)C)=O)=O)=O N-(1-amino-4b-hydroxy-7-isopropyl-10-oxo-4b,10-dihydro-9bH-indeno[1,2-b]benzofuran-9b-yl)-3-methyl-2-oxopentanamide